7-(hydroxymethyl)-6-methyl-1,2,3,5-tetrahydro-4H-cyclopenta[c]quinolin-4-one OCC=1C=CC=2C3=C(C(NC2C1C)=O)CCC3